C(C)(C)(C)OC(=O)N[C@@H]1C[C@@H](C[C@H]1O)C(=O)OC methyl (1S,3R,4R)-3-[(tert-butoxycarbonyl) amino]-4-hydroxycyclopentane-1-carboxylate